6-chloro-2-((4-methylbenzyl)sulfinyl)benzo[d]oxazole ClC1=CC2=C(N=C(O2)S(=O)CC2=CC=C(C=C2)C)C=C1